N-{[1-({3,4-difluoro-2-[(2-fluoro-4-iodophenyl)amino]phenyl}carbonyl)-3-hydroxyazetidin-3-yl]methyl}acetamide FC=1C(=C(C=CC1F)C(=O)N1CC(C1)(O)CNC(C)=O)NC1=C(C=C(C=C1)I)F